(1S,2S)-2-fluoro-N-[3-(6-methoxy-1-[[2-(trimethylsilyl)ethoxy]methyl]-1,2,3-benzotriazol-5-yl)-1-[[2-(trimethylsilyl)ethoxy]methyl]pyrrolo[2,3-b]pyridin-6-yl]cyclopropane-1-carboxamide F[C@@H]1[C@@H](C1)C(=O)NC1=CC=C2C(=N1)N(C=C2C2=CC1=C(N(N=N1)COCC[Si](C)(C)C)C=C2OC)COCC[Si](C)(C)C